(S)-N-(1-(pyridin-2-yl)ethyl)-5-(4-(trifluoromethyl)phenoxy)-2-naphthamide N1=C(C=CC=C1)[C@H](C)NC(=O)C1=CC2=CC=CC(=C2C=C1)OC1=CC=C(C=C1)C(F)(F)F